FC=1C=C(C=CC1)C#CC=1C=CC(=NC1)C1=NOC(=N1)C1N(CC1)C 3-(5-((3-fluorophenyl)ethynyl)pyridin-2-yl)-5-(1-methylazetidin-2-yl)-1,2,4-oxadiazole